C1(=CC=CC=C1)C(C(=O)O)(P(=O)=O)C1=CC=CC=C1 diphenyl-phosphoacetic acid